C(C)(C)(C)OC(=O)N1[C@@H](C[C@@H](C1)N1N=C(C(=C1N(C)C(=O)OC(C)(C)C)C(N)=O)C#C)CF (2s,4s)-4-{5-[(tert-butoxycarbonyl)(methyl)amino]-4-carbamoyl-3-ethynylpyrazol-1-yl}-2-(fluoromethyl)pyrrolidine-1-carboxylic acid tert-butyl ester